FC(=C[C@H]1C([C@@H]1C(=O)OCC1=C(C(=C(C(=C1F)F)C#C)F)CC)(C)C)F 2-ethyl-4-ethynyl-3,5,6-trifluorobenzyl (1R)-trans-3-(2,2-difluoro-1-ethenyl)-2,2-dimethylcyclopropanecarboxylate